CC=1C=C2C=CC(=CN2C1C(=O)OC)[C@H]1[C@H](C1)C1=CC=CC=C1 methyl 2-methyl-6-(cis-2-phenylcyclopropyl)indolizine-3-carboxylate